4-(cyclopropyl-amino)-2-((4-(4-(ethyl-sulfonyl)piperazin-1-yl)phenyl)amino)pyrimidine-5-carboxamide C1(CC1)NC1=NC(=NC=C1C(=O)N)NC1=CC=C(C=C1)N1CCN(CC1)S(=O)(=O)CC